NC=1N=C(C2=C(C=NN(C2=O)CC2=C(C=C(C=C2)CN2CCCC2)OC)N1)N[C@@H](C)CCC (S)-2-amino-6-(2-methoxy-4-(pyrrolidin-1-ylmethyl)benzyl)-4-(pentan-2-ylamino)pyrimido[4,5-d]pyridazin-5(6H)-one